C(C)OC=1C=C(OC2=C(C=3N=C(C=NC3C=C2)OC)C#N)C=CC1OCC1=CC=C(C=C1)OC 6-(3-ethoxy-4-((4-methoxybenzyl)oxy)phenoxy)-3-methoxyquinoxaline-5-carbonitrile